C[Si](O[SiH](O[Si](C)(C)C)C=CC1=CC=CC=C1)(C)C di(trimethylsiloxy)silyl-styrene